BrC=1C=C(C=CC1)C[C@@H](C(=O)NC)NC(=O)C1=NN(C(=C1)C1=CC=CC=C1)CC1=CC(=CC=C1)F (S)-N-(3-(3-bromophenyl)-1-(methylamino)-1-oxopropan-2-yl)-1-(3-fluorobenzyl)-5-phenyl-1H-pyrazole-3-carboxamide